C(C=C)(=O)N1CCC2(CC1)CC=C(CC2)C2=C(C=1C(=NC=C(C1N2)C#N)N)C2=NC=CC=N2 2-(3-acryloyl-3-azaspiro[5.5]undec-8-en-9-yl)-4-amino-3-(pyrimidin-2-yl)-1H-pyrrolo[3,2-c]pyridine-7-carbonitrile